2-Ethynyl-N-(3-(1-methyl-1H-pyrazol-4-yl)benzyl)thiazole-4-carboxamide C(#C)C=1SC=C(N1)C(=O)NCC1=CC(=CC=C1)C=1C=NN(C1)C